ClC1=CC=C(C=C1)C1=NSC(=C1)CN1CCC2(CC1)COC1=C3CN(C(C3=CC=C12)=O)[C@@H]1C(NC(CC1)=O)=O (S)-3-(1'-((3-(4-chlorophenyl)isothiazol-5-yl)methyl)-6-oxo-6,8-dihydro-2H,7H-spiro[furo[2,3-e]isoindol-3,4'-piperidin]-7-yl)piperidine-2,6-dione